ClC1=CN=C2N1C=C(C=N2)C=2C=CN1N=C(N=CC12)NC1CC(C1)(O)C 3-((5-(3-chloroimidazo[1,2-a]pyrimidin-6-yl)pyrrolo[2,1-f][1,2,4]triazin-2-yl)amino)-1-methylcyclobutane-1-ol